(S)-2-(2-azidoacetamido)-N1,N5-bis((S)-3-(tert-butyl)-1,4-dioxo-1-(1-(pent-4-en-1-yl)-1H-indazol-3-yl)-8,11,14-trioxa-2,5-diazahexadecan-16-yl)pentanediamide N(=[N+]=[N-])CC(=O)N[C@H](C(=O)NCCOCCOCCOCCNC([C@@H](NC(C1=NN(C2=CC=CC=C12)CCCC=C)=O)C(C)(C)C)=O)CCC(=O)NCCOCCOCCOCCNC([C@@H](NC(=O)C1=NN(C2=CC=CC=C12)CCCC=C)C(C)(C)C)=O